N-(2-Fluoroethyl)-5-[2-[(1-methylsulfonylpiperidin-4-yl)amino]-5-(trifluoromethyl)pyrimidin-4-yl]-1,3-thiazol-2-amine FCCNC=1SC(=CN1)C1=NC(=NC=C1C(F)(F)F)NC1CCN(CC1)S(=O)(=O)C